CN1N=CC(=C1)C1CCC(CC1)OC1=C2C=C(C=NC2=CC(=N1)N1CCOCC1)OCCO 2-((5-(((1s,4s)-4-(1-methyl-1H-pyrazol-4-yl)cyclohexyl)oxy)-7-morpholino-1,6-naphthyridin-3-yl)oxy)ethan-1-ol